tert-butyl N-[5-(cyclopropylmethyl) pyridin-2-yl]carbamate C1(CC1)CC=1C=CC(=NC1)NC(OC(C)(C)C)=O